2-[2-(2-pentoxy-ethoxy)-ethoxy]-ethylamine C(CCCC)OCCOCCOCCN